(M)-5-[4-[4-(aminomethyl)-1-oxo-2H-phthalazin-6-yl]-2-methyl-pyrazol-3-yl]-6-fluoro-1,3-benzodioxole-4-carbonitrile NCC1=NNC(C2=CC=C(C=C12)C1=C(N(N=C1)C)C1=C(C2=C(OCO2)C=C1F)C#N)=O